C1(=CC=C(C=C1)C=CC(=O)Cl)C=CC(=O)Cl 1,4-phenylendiacryloyl chloride